3-benzyl 8-methyl (S)-1,2,4a,5-tetrahydropyrazino[1,2-d]pyrido[2,3-b][1,4]oxazine-3,8(4H)-dicarboxylate C1CN(C[C@@H]2N1C1=C(OC2)N=C(C=C1)C(=O)OC)C(=O)OCC1=CC=CC=C1